2-(4-amino-2-chlorophenyl)ethanol methyl-1-(2-chlorophenyl)-4-((cyclopropylmethyl)amino)-2-oxo-7-(trifluoromethyl)-1,2-dihydroquinoline-3-carboxylate CC1=C2C(=C(C(N(C2=CC(=C1)C(F)(F)F)C1=C(C=CC=C1)Cl)=O)C(=O)OCCC1=C(C=C(C=C1)N)Cl)NCC1CC1